FC(C(=O)O)CCCCCCCCC monofluoroundecanoic acid